2-(2-(((2-bromopyridin-4-yl)amino)methyl)-6-cyclopropylimidazo[1,2-a]pyridin-8-yl)ethyl 4-methylbenzenesulfonate CC1=CC=C(C=C1)S(=O)(=O)OCCC=1C=2N(C=C(C1)C1CC1)C=C(N2)CNC2=CC(=NC=C2)Br